4-(ethylsulfanyl)-1-methyl-3-(7-(trifluoromethyl)imidazo[1,2-c]pyrimidin-2-yl)-1H-pyrazole-5-carboxylic acid C(C)SC=1C(=NN(C1C(=O)O)C)C=1N=C2N(C=NC(=C2)C(F)(F)F)C1